N'-Phenyl-3-(trifluoromethyl)benzohydrazide C1(=CC=CC=C1)NNC(C1=CC(=CC=C1)C(F)(F)F)=O